FC1(CC(C1)CC(=O)N[C@@H](C(C)C)C1=CC=2N(N=C1)C=C(N2)[C@@H](NC(=O)C2=NON=C2C)C2CCC(CC2)(F)F)F |o1:9| N-((S)-(7-((S*)-1-(2-(3,3-Difluorocyclobutyl)acetamido)-2-methylpropyl)imidazo[1,2-b]pyridazin-2-yl)(4,4-difluorocyclohexyl)methyl)-4-methyl-1,2,5-oxadiazole-3-carboxamide